CC1=CC=CC(=N1)C1=NC=CC(=N1)NC1=NC(=NC=C1)NC=1C=C(C=CC1)NC(=O)C1CNC1 N-[3-[[4-[[2-(6-methyl-2-pyridyl)pyrimidin-4-yl]amino]pyrimidin-2-yl]amino]phenyl]azetidine-3-carboxamide